(oxetan-3-yl)isoxazole-3-carboxamide O1CC(C1)C=1C(=NOC1)C(=O)N